pyrrolidone dithiocarbamate C(N)(S)=S.N1C(CCC1)=O